FC=1C=C(C=C(C1)F)C(C)OC=1C=C2C(=NNC2=CC1)C1=NC2=C(N1)CN(C2)C2CC(C2)N(C)C 3-(2-(5-(1-(3,5-difluorophenyl)ethoxy)-1H-indazol-3-yl)-4,6-dihydropyrrolo[3,4-d]imidazol-5(1H)-yl)-N,N-dimethyl-cyclobutan-1-amine